di-n-octylphenylsilane C(CCCCCCC)[SiH](C1=CC=CC=C1)CCCCCCCC